7-methoxy-2-methyl-3-tosyl-2,3,4,5-tetrahydro-1H-benzo[d]azepine COC1=CC2=C(CC(N(CC2)S(=O)(=O)C2=CC=C(C)C=C2)C)C=C1